COC(C(CC(CCC1=CC=CC=C1)OC(C1=CC=CC=C1)=O)(C1=CC=CC=C1)C)=O 6-methoxy-5-methyl-6-oxo-1,5-diphenylhex-3-ylbenzoate